N[C@H](CCC)C(=O)O (D)-norvaline